1,4-Dioxaspiro[4.5]Decane-8,8-diyldimethanol O1CCOC12CCC(CC2)(CO)CO